Tertiary butyl-amine C(C)(C)(C)N